BrC=1C(=NC=CC1)CO[C@@H]1CC[C@@H](CC1)C1=CC=CC=C1 3-bromo-2-(((cis-4-phenylcyclohexyl)oxy)methyl)pyridine